ClC1=C(C=CC=2C3=C(NC12)CCN(C3)C(=O)C3=NC=C(C=N3)F)Cl (6,7-dichloro-1,3,4,5-tetrahydropyrido[4,3-b]indol-2-yl)-(5-fluoropyrimidin-2-yl)methanone